FC1([C@H](C1)C(=O)NC1=NC=C2C=C(C=NC2=C1)C=1C=NC(=CC1C)C1=NNC=C1)F (R)-2,2-difluoro-N-(3-(4-methyl-6-(1H-pyrazol-3-yl)pyridin-3-yl)-1,6-naphthyridin-7-yl)cyclopropane-1-carboxamide